FC(CN1C(=NC=2C1=NC(=CC2)C2=CNC=1N=C(N=CC12)N[C@@H]1C[C@@H](C1)OC)C)F 5-(3-(2,2-difluoroethyl)-2-methyl-3H-imidazo[4,5-b]pyridin-5-yl)-N-(cis-3-methoxycyclobutyl)-7H-pyrrolo[2,3-d]pyrimidin-2-amine